ClC1=C(C=CC(=C1)F)C1N=C(NC(=C1C(=O)OC)C1CCN(CC1)S(=O)(=O)[C@@H]1C[C@H](C1)CO)C=1SC=CN1 (trans)-Methyl 4-(2-chloro-4-fluorophenyl)-6-(1-((3-(hydroxymethyl)cyclobutyl)sulfonyl)piperidin-4-yl)-2-(thiazol-2-yl)-1,4-dihydropyrimidine-5-carboxylate